COC1=C(C=C(C=C1)OC)S(=O)(=O)NC1=NOC2=C1C(=CC(=C2)CN2N=CC1=C2CN(C1)C(=O)OC(C)(C)C)OC tert-butyl 1-((3-((2,5-dimethoxyphenyl)sulfonamido)-4-methoxybenzo[d]isoxazol-6-yl)methyl)-4,6-dihydropyrrolo[3,4-c]pyrazole-5(1H)-carboxylate